ethyl 5-chloro-2-[(2S)-2-(trifluoromethylsulfonylamino)propoxy]thiazole-4-carboxylate ClC1=C(N=C(S1)OC[C@H](C)NS(=O)(=O)C(F)(F)F)C(=O)OCC